N(=[N+]=[N-])C1=C(C=CC=C1)C#CC(C1=CC=C(C=C1)C)NS(=O)(=O)C N-(3-(2-azidophenyl)-1-(p-tolyl)prop-2-yn-1-yl)methanesulfonamide